Cl.N[C@@H]1C[C@H](CC1)C(=O)OC methyl (1s,3s)-3-aminocyclopentanate hydrochloride